5-bromo-2-methyl-1-nitro-3-(trifluoromethyl)benzene BrC=1C=C(C(=C(C1)[N+](=O)[O-])C)C(F)(F)F